(R*)-(9-methyl-10,11-dihydrobenzo[6,7]oxepino[3,2-b]pyridin-11-yl)-N-methylmethanamine CC1=CC=CC2=C1C[C@@H](C1=NC=CC=C1O2)CNC |o1:8|